2',4',6',3-tetrahydroxy-4-n-propoxydihydrochalcone OC1=C(C(/C=C/C2CC(=C(C=C2)OCCC)O)=O)C(=CC(=C1)O)O